(1S,2S,4R,5R,6S,7S)-N-(3,4-dichlorophenyl)-7-(2,3-difluoropyridin-4-yl)-8-oxatricyclo[3.2.1.02,4]octane-6-carboxamide ClC=1C=C(C=CC1Cl)NC(=O)[C@@H]1[C@H]2[C@@H]3C[C@@H]3[C@@H]([C@@H]1C1=C(C(=NC=C1)F)F)O2